COCC=1C=C(C=CC1NCS(=O)(=O)[O-])\N=N\C1=CC=C(C=C1)S(=O)(=O)[O-] 4-[(E)-[3-(methoxymethyl)-4-(sulfonatomethylamino)phenyl]azo]-benzenesulfonate